(S)-N-(3-(5-chloro-2-methoxyphenyl)-1-(2-(3-fluoropyrrolidin-1-yl)ethyl)-1H-pyrazol-4-yl)pyrazolo[1,5-a]pyrimidine-3-carboxamide ClC=1C=CC(=C(C1)C1=NN(C=C1NC(=O)C=1C=NN2C1N=CC=C2)CCN2C[C@H](CC2)F)OC